N'-acetyl-4-amino-N-(2,4-difluorobenzyl)-N',1-dimethyl-1H-pyrazolo[4,3-c]quinoline-8-carbohydrazide C(C)(=O)N(N(C(=O)C1=CC=2C3=C(C(=NC2C=C1)N)C=NN3C)CC3=C(C=C(C=C3)F)F)C